5-(((1-(4-(5,7-dimethoxy-4-oxo-3,4-dihydroquinazolin-2-yl)phenyl)piperidin-4-yl)(Methyl)amino)methyl)-2-(2,6-dioxopiperidin-3-yl)isoindoline-1,3-dione COC1=C2C(NC(=NC2=CC(=C1)OC)C1=CC=C(C=C1)N1CCC(CC1)N(C)CC=1C=C2C(N(C(C2=CC1)=O)C1C(NC(CC1)=O)=O)=O)=O